(2S)-1-[4-[[(2'S,7R)-3-(hydroxymethyl)-2'-methyl-2-(trifluoromethyl)spiro[4,5-dihydrothieno[2,3-c]pyran-7,4'-piperidine]-1'-yl]methyl]pyrazol-1-yl]-3-methyl-butane-2,3-diol OCC1=C(SC2=C1CCO[C@]21C[C@@H](N(CC1)CC=1C=NN(C1)C[C@@H](C(C)(O)C)O)C)C(F)(F)F